2-[4-[4-[(1S)-1-[(2-ethyl-1-oxo-3H-pyrrolo[3,4-c]pyridin-4-yl)amino]ethyl]-2-fluoro-phenyl]-2-pyridyl]-2-methyl-propanenitrile C(C)N1CC=2C(=NC=CC2C1=O)N[C@@H](C)C1=CC(=C(C=C1)C1=CC(=NC=C1)C(C#N)(C)C)F